CCCCCCCCCC=O The molecule is a saturated fatty aldehyde formally arising from reduction of the carboxy group of capric acid (decanoic acid). It has a role as an antifungal agent, a fragrance and a plant metabolite. It is a saturated fatty aldehyde, a n-alkanal and a medium-chain fatty aldehyde.